N,N'-dihydroxyethyl-biphenyl-tetracarboxylic acid diimide ON=C(O)C1=C(C(=C(C(=C1C(O)=NO)C(=O)O)C(=O)O)CC)C1=CC=CC=C1